C(C)(C)(C)C=1C=C(C=C(C1O)C(C)(C)C)CCC(=O)N 3-(3,5-di-tert-butyl-4-hydroxyphenyl)-propionamide